6,7-dihydro-5H-imidazo[1,5-a]pyridin-8-one oxime C=1N=CN2C1C(CCC2)=NO